CN(C(CCCC)=O)C=1SC=CC1 N-methyl-N-(thiophen-2-yl)pentanamide